(5-fluoro-2,3-dihydrobenzofuran-4-yl)methan-d2-amine FC=1C=CC2=C(CCO2)C1C(N)([2H])[2H]